ClC1=C(C=2N=C(N=C(C2C=N1)N1C[C@H]2CC[C@@H](C1)C2(F)F)OCC2(CC2)CS(=O)(=O)[O-])F (1-(((7-chloro-4-((1R,5S)-8,8-difluoro-3-azabicyclo[3.2.1]octane-3-yl)-8-fluoropyrido[4,3-d]pyrimidin-2-yl)oxy)methyl)cyclopropyl)methanesulfonate